1-methylimidazolidine-2,4-dione CN1C(NC(C1)=O)=O